4-[5-methoxy-6-(methylamino)pyridazin-3-yl]benzaldehyde COC=1C=C(N=NC1NC)C1=CC=C(C=O)C=C1